N1(CCN(CCNCCC1)CC=1C(=C(C=C(C1)C)C(=O)NCP(O)(O)=O)O)CC=1C(=C(C=C(C1)C)C(=O)NCP(O)(O)=O)O {1,4,7-triazecane-1,4-diylbis[methylene(2-hydroxy-5-methyl-3,1-phenylene)carbonylazanediylmethylene]}bis(phosphonic acid)